C(C)(C)(C)C1=CC=C(C=C1)C#C 4-t-butyl-phenylacetylene